ClC=1C=CC(=C(C1)C1=NNC=C1C=1N=C2C=C(C=NC2=CC1)NCCN1C(CCC1)(C)C)F 6-[3-(5-chloro-2-fluoro-phenyl)-1H-pyrazol-4-yl]-N-[2-(2,2-dimethylpyrrolidin-1-yl)ethyl]-1,5-naphthyridin-3-amine